5-chloro-3-(3-methoxy-4-((4-methoxybenzyl)oxy)phenoxy)piperazin-2-amine ClC1NC(C(NC1)N)OC1=CC(=C(C=C1)OCC1=CC=C(C=C1)OC)OC